N-methyl-2,2-diisopropylbutanamide CNC(C(CC)(C(C)C)C(C)C)=O